[1-(1H-indol-3-yl)hexan-2-yl]-7-(oxetan-3-yl)-5,6,7,8-tetrahydroimidazo[1,2-a]pyrazine-2-carboxamide N1C=C(C2=CC=CC=C12)CC(CCCC)C1=C(N=C2N1CCN(C2)C2COC2)C(=O)N